CNC=1C(=CC(=CC1)NC1=NC=CC(=N1)C1=CN(C2=CC=CC=C12)C)N N1-methyl-N4-[4-(1-methylindol-3-yl)pyrimidin-2-yl]benzene-1,2,4-triamine